CNC(O[C@@H]1CC[C@H](CC1)C(N(C[C@@H]1CC[C@H](CC1)C1=CC(=C(C=C1)OC)C)C1=NC=CC(=C1)C=1C=NC(=CC1)N(C)C)=O)=O trans-4-((6-(Dimethyl-amino)-[3,4'-bipyridin]-2'-yl)((trans-4-(4-methoxy-3-methyl-phenyl)cyclohexyl)-methyl)carbamoyl)-cyclohexyl methyl-carbamate